CC=1C=C(C=C(C1)N)N 5-methylbenzene-1,3-diamine